C(#C)C1=C2C(=CC(=CC2=CC=C1F)C#N)C1=C(C=2N=C(N=C(C2C=N1)N(C[C@H]1NCCC1)C)N1CCOCC1)F (S)-5-ethynyl-6-fluoro-4-(8-fluoro-4-(methyl(pyrrolidin-2-ylmethyl)amino)-2-morpholinopyrido[4,3-d]pyrimidin-7-yl)-2-naphthonitrile